C1=CC(=C(C(=C1)F)I)F 2,6-difluoroiodobenzene